C(C)(C)(C)OC(=O)N1C2CN(CC1)C2 2-(tert-butoxycarbonyl)-2,5-diazabicyclo[3.1.1]heptane